N-((6-(naphthalen-2-yl)imidazo[2,1-b]oxazol-5-yl)methyl)-2,3-dihydro-1H-inden-2-amine C1=C(C=CC2=CC=CC=C12)C=1N=C2OC=CN2C1CNC1CC2=CC=CC=C2C1